3-(2-fluoro-3-(1-(2-(2-fluoro-5-((6-fluoro-4-(methylsulfonyl)-1H-indol-5-yl)oxy)phenyl)oxazol-4-yl)ethyl)phenyl)propanoic acid FC1=C(C=CC=C1C(C)C=1N=C(OC1)C1=C(C=CC(=C1)OC=1C(=C2C=CNC2=CC1F)S(=O)(=O)C)F)CCC(=O)O